1-(4-((2-(2-aminopyrimidin-5-yl)-7-methyl-4-morpholinothieno[3,2-d]pyrimidin-6-yl)methyl)piperazin-1-yl)-2-hydroxypropan-1-one NC1=NC=C(C=N1)C=1N=C(C2=C(N1)C(=C(S2)CN2CCN(CC2)C(C(C)O)=O)C)N2CCOCC2